6-(2-(2,6-dioxopiperidin-3-yl)-1-Oxoisoindoline-4-yl)hex-5-yn-1-yl methanesulfonate CS(=O)(=O)OCCCCC#CC1=C2CN(C(C2=CC=C1)=O)C1C(NC(CC1)=O)=O